C(=CCCCCCCCCCC)/C=1/C(=O)OC(\C1)=O dodecenyl-maleic anhydride